Cl.NC=1C(=CC(=C(C1)C1=CC2=C(N=C(N=C2)N(C(=O)NCCC(C)(C)C)C)N2C1=NCC2)Cl)F 1-(6-(5-amino-2-chloro-4-fluorophenyl)-8,9-dihydroimidazo[1',2':1,6]pyrido[2,3-d]pyrimidin-2-yl)-3-(3,3-dimethylbutyl)-1-methylurea hydrogen chloride